methyl 6-oxo-8-(prop-1-en-2-yl)-5,6-dihydropyrido[3,2-e]pyrrolo[1,2-a]pyrazine-3-carboxylate O=C1C=2N(C3=C(N1)C=C(C=N3)C(=O)OC)C=C(C2)C(=C)C